CC1C(NC2=C(C=CC=C2N1C)C)=O 3,4,8-Trimethyl-1,3-dihydroquinoxalin-2-one